(+/-)-S-nitroso-N-acetylpenicillamine CC(=O)NC(C(=O)O)C(C)(C)SN=O